(R)-N-(1-(2-chloroquinolin-4-yl)ethyl)-5-(2-(dimethylamino)-ethoxy)-2-methylbenzamide ClC1=NC2=CC=CC=C2C(=C1)[C@@H](C)NC(C1=C(C=CC(=C1)OCCN(C)C)C)=O